N-((4-(6-(6-(Difluoromethyl)imidazo[1,2-b]pyridazin-3-yl)pyrimidin-4-yl)-1,5-dimethylpiperazin-2-yl)methyl)methanesulfonamide FC(C=1C=CC=2N(N1)C(=CN2)C2=CC(=NC=N2)N2CC(N(CC2C)C)CNS(=O)(=O)C)F